N-(amino(2-(2-hydroxypropan-2-yl)thiazol-5-yl)(oxo)-λ6-sulfaneylidene)-2-(3-cyano-2,6-diisopropylphenyl)acetamide NS(=NC(CC1=C(C(=CC=C1C(C)C)C#N)C(C)C)=O)(=O)C1=CN=C(S1)C(C)(C)O